O=S1(CC(CC1)NC(C1=NC=CC(=C1)N1C=NC=C1)=O)=O N-(1,1-dioxidotetrahydrothiophen-3-yl)-4-(1H-imidazol-1-yl)picolinamide